ClC1=C(C=CC(=C1)C(F)(F)F)S(=O)(=O)Cl 2-chloro-4-(trifluoromethyl)-benzenesulfonyl chloride